C12COCC(CC1)N2C=2C=C(C=CC2)S(=O)(=O)N2C=C(C=C2C2=C(C=CC=C2)F)CNC 1-(1-((3-(3-oxa-8-azabicyclo[3.2.1]oct-8-yl)phenyl)sulfonyl)-5-(2-fluoro-phenyl)-1H-pyrrol-3-yl)-N-methyl-methylamine